1,6-bis(2,5-dimethyl-1H-pyrrol-1-yl)hexane CC=1N(C(=CC1)C)CCCCCCN1C(=CC=C1C)C